11-(octylamino)-11-oxoundecanoic acid-2-butyloctyl ester C(CCC)C(COC(CCCCCCCCCC(=O)NCCCCCCCC)=O)CCCCCC